N-(3-chloro-5-(2-(3-isopropoxy-5-(trifluoromethoxy)phenyl)propan-2-yl)phenyl)-5-((methylsulfonyl)methyl)benzo[b]thiophene-2-carboxamide ClC=1C=C(C=C(C1)C(C)(C)C1=CC(=CC(=C1)OC(F)(F)F)OC(C)C)NC(=O)C1=CC2=C(S1)C=CC(=C2)CS(=O)(=O)C